8-((1S)-1-hydroxyethyl)-3-(4-(2,2,2-trifluoroethoxy)phenyl)-2-(trifluoromethyl)-4H-pyrido[1,2-a]pyrimidin-4-one O[C@@H](C)C1=CC=2N(C(C(=C(N2)C(F)(F)F)C2=CC=C(C=C2)OCC(F)(F)F)=O)C=C1